FC(OCCOC=1C(=NC(=NC1)N)OC)F 5-[2-(difluoromethoxy)ethoxy]-4-methoxy-pyrimidin-2-amine